C(C)(C)(CC)OOC1=C(CCCC1)OC tert-amylperoxy-1-methoxycyclohexaneN